C(C)(C)OC(=O)C1=CN(CC(C2=C1NC=1C=CC=CC21)C)C(C2=CC(=C(C=C2)F)F)=O 3-(3,4-difluorobenzoyl)-1-methyl-1,2,3,6-tetrahydroazepino[4,5-b]indole-5-carboxylic acid isopropyl ester